3-(2-chloro-4-(fluoromethyl)thiophen-3-yl)-7-((2-methoxy-4-(1-methylpiperidin-4-yl)phenyl)amino)-1-methyl-3,4-dihydropyrimido[4,5-d]pyrimidin-2(1H)-one ClC=1SC=C(C1N1C(N(C2=NC(=NC=C2C1)NC1=C(C=C(C=C1)C1CCN(CC1)C)OC)C)=O)CF